7-benzyloxy-4-chloro-6-methoxyquinazoline C(C1=CC=CC=C1)OC1=C(C=C2C(=NC=NC2=C1)Cl)OC